FC(C(C)NC1=NC=CC=C1C(=O)NC=1C=NC(=C(C1)C=1C=NC2=CC(=NC=C2C1)N(C)CC1=CC=C(C=C1)OC)C)F 2-[(2,2-difluoro-1-methyl-ethyl)amino]-N-[5-[7-[(4-methoxyphenyl)methyl-methyl-amino]-1,6-naphthyridin-3-yl]-6-methyl-3-pyridyl]pyridine-3-carboxamide